COCCN1CC(CNCCCNCCC1)C (2-methoxyethyl)-3-methyl-1,5,9-triazacyclododecan